1,1-diallyl-ethanol C(C=C)C(C)(O)CC=C